ClC1=CC(=C(C=C1)C1=NC(=CC=2N=C(N(C(C21)=O)C)C)N2CC1=C(CC2)C=NN1C)F 5-(4-chloro-2-fluoro-phenyl)-2,3-dimethyl-7-(1-methyl-1,4,5,7-tetrahydro-6H-pyrazolo[3,4-c]pyridin-6-yl)pyrido[4,3-d]-pyrimidin-4(3H)-one